S1C=NC2=C1C(=CC=C2)C2=CC=C(C=C2)[C@H](CS(=O)(=O)C)NC(=O)NC=2N=C(SC2)C#C (R)-1-(1-(4-(benzo[d]thiazol-7-yl)phenyl)-2-(methylsulfonyl)ethyl)-3-(2-ethynyl-thiazol-4-yl)urea